1-(3-(9H-carbazol-9-yl)-2-hydroxypropyl)-3-isopropyl-imidazolidin-2-one C1=CC=CC=2C3=CC=CC=C3N(C12)CC(CN1C(N(CC1)C(C)C)=O)O